[Si](C)(C)(C(C)(C)C)OC(CCCCC(=O)OCCC(CCCCCCC)CCCCC)CN(CCCCCCC(OCCC(CCCCCCC)CCCCC)=O)CCCO 3-pentyldecyl 6-((tert-butyldimethylsilyl)oxy)-7-((3-hydroxypropyl)(7-oxo-7-((3-pentyldecyl)oxy)heptyl)amino)heptanoate